FCC1OC1C1=CC=C(C=C1)S(=O)(=O)C (fluoromethyl)-3-(4-(methylsulfonyl)phenyl)oxirane